FC=1C=C(CC2=NC=CC(=C2)N2N=C(C(=C2)C(=O)N)OC)C=C(C1)C(F)(F)F 1-(2-(3-Fluoro-5-(trifluoromethyl)benzyl)pyridin-4-yl)-3-methoxy-1H-pyrazol-4-carboxamid